2,6-dichloro-4,5-diaminopyrimidine ClC1=NC(=C(C(=N1)N)N)Cl